4-[6-[5-(6-methyl-2-pyridyl)-1H-imidazol-4-yl]-3-quinolyl]thiophene-2-carboxylic acid CC1=CC=CC(=N1)C1=C(N=CN1)C=1C=C2C=C(C=NC2=CC1)C=1C=C(SC1)C(=O)O